N-cyclopropyl-2-(difluoromethoxy)-4-[7-[1-(hydroxyl-methyl)cyclopropyl]imidazo[1,2-a]pyridin-3-yl]-6-methoxy-benzamide C1(CC1)NC(C1=C(C=C(C=C1OC)C1=CN=C2N1C=CC(=C2)C2(CC2)CO)OC(F)F)=O